2,3-Dimethoxy-12-(3-morpholinopropyl)-[1,3]dioxolo[4',5':4,5]benzo[1,2-c]phenanthridin-13(12H)-one COC=1C=C2C(N(C=3C4=C(C=CC3C2=CC1OC)C=C1C(=C4)OCO1)CCCN1CCOCC1)=O